ClC(CN(C)C)C=1C=C(C#N)C=CC1 3-(1-chloro-2-(dimethylamino)ethyl)benzonitrile